3-(4-(benzyloxy)phenoxy)azetidine-1-carboxylic acid tert-butyl ester C(C)(C)(C)OC(=O)N1CC(C1)OC1=CC=C(C=C1)OCC1=CC=CC=C1